4-cyano-4''-heptyloxy-p-terphenyl C(#N)C1=CC=C(C=C1)C1=CC=C(C=C1)C1=CC=C(C=C1)OCCCCCCC